N-(1-(5-(6-(3-cyanopyrrolo[1,2-b]pyridazin-7-yl)-4-(oxetan-3-ylamino)pyridin-3-yl)-1,3,4-thiadiazol-2-yl)-2-oxabicyclo[2.2.2]octan-4-yl)acetamide C(#N)C1=CC=2N(N=C1)C(=CC2)C2=CC(=C(C=N2)C2=NN=C(S2)C21OCC(CC2)(CC1)NC(C)=O)NC1COC1